C(C)(C)(C)O[C@H](C(=O)O)C1=C(C2=C(N=C(S2)C=2C=C3C(=NN(C3=CC2)C)N2CCC(CC2)C2COC2)C=C1C)C1=CC=C(C=C1)Cl (S)-2-(tert-butoxy)-2-(7-(4-chlorophenyl)-5-methyl-2-(1-methyl-3-(4-(oxetan-3-yl)piperidin-1-yl)-1H-indazol-5-yl)benzo[d]thiazol-6-yl)acetic acid